4-(5-methylthiazol-2-yl)-2-morpholinyl-benzo[d]oxazole-6-carboxylic acid CC1=CN=C(S1)C1=CC(=CC2=C1N=C(O2)N2CCOCC2)C(=O)O